C[Si](CC[C@@]12CN(C[C@H](N([C@H]1C=O)C(=O)OC(C)C1=CC3=C(OC4(CCC4)O3)C=C1)C2)S(=O)(=O)C2=C(C=CC=C2)[N+](=O)[O-])(C)C 1-(spiro[benzo[d][1,3]dioxole-2,1'-cyclobutan]-5-yl)ethan-1-ol 2-(Trimethylsilyl)ethyl-(1S,5R,7R)-7-formyl-3-((2-nitrophenyl)sulfonyl)-3,6-diazabicyclo[3.2.1]octane-6-carboxylate